6-fluoro-3-(3-fluorophenyl)-4H-1-benzopyran-4-one FC=1C=CC2=C(C(C(=CO2)C2=CC(=CC=C2)F)=O)C1